N-((S)-2-((6-(3,5-dimethylisoxazol-4-yl)pyridin-3-yl)amino)-1-((1r,4S)-4-methylcyclohexyl)-2-oxoethyl)-1-methyl-1H-pyrazole-5-carboxamide CC1=NOC(=C1C1=CC=C(C=N1)NC([C@H](C1CCC(CC1)C)NC(=O)C1=CC=NN1C)=O)C